4-(6-(4-((5-fluoropyridin-2-yl)methyl)piperazin-1-yl)pyridin-3-yl)-6-(2-methoxyethoxy)pyrazolo[1,5-a]pyridine-3-carbonitrile FC=1C=CC(=NC1)CN1CCN(CC1)C1=CC=C(C=N1)C=1C=2N(C=C(C1)OCCOC)N=CC2C#N